3-methylbut-3-enoate CC(CC(=O)[O-])=C